3-[4-[3-[[(3S,4R)-3-fluoro-4-piperidinyl]oxymethyl]azetidin-1-yl]-3-methyl-2-oxo-benzimidazol-1-yl]piperidine-2,6-dione F[C@H]1CNCC[C@H]1OCC1CN(C1)C1=CC=CC=2N(C(N(C21)C)=O)C2C(NC(CC2)=O)=O